10-(5-chloro-3-fluoropyridin-2-yl)-7-(4-Fluorobenzyl)-2-oxa-7,10-diazadispiro[3.1.56.14]dodecane-8,11-dione ClC=1C=C(C(=NC1)N1CC(N(C2(CC3(COC3)C2)C1=O)CC1=CC=C(C=C1)F)=O)F